2-((4-amino-2-propyl-1H-imidazo[4,5-c]quinolin-1-yl)methyl)-2-methylpropan-1,3-diol NC1=NC=2C=CC=CC2C2=C1N=C(N2CC(CO)(CO)C)CCC